CN(C[C@H](C[C@@H](C(C)C)N1CC2(C1)CN(CC2)C=2N=CN=NC2OC2=C(C(=O)N(C(C)C)CC)C=C(C=C2)F)OC)C 2-((5-(2-((3S,5S)-6-(dimethylamino)-5-methoxy-2-methylhex-3-yl)-2,6-diazaspiro[3.4]oct-6-yl)-1,2,4-triazin-6-yl)oxy)-N-ethyl-5-fluoro-N-isopropylbenzamide